N-(2,2-difluoroethyl)-5-(4-(1-methyl-1H-pyrazol-4-yl)-1H-pyrrolo[2,3-b]pyridin-3-yl)pyrazolo[1,5-a]pyridine-3-carboxamide FC(CNC(=O)C=1C=NN2C1C=C(C=C2)C2=CNC1=NC=CC(=C12)C=1C=NN(C1)C)F